3-(dimethylamino)-1-(6-methylimidazo[1,2-a]pyridin-3-yl)prop-2-en-1-one CN(C=CC(=O)C1=CN=C2N1C=C(C=C2)C)C